ClC1=CC(=C2C=C(NC2=C1F)C(=O)N1CCN(CC1)C1=NC=C(C=C1OC)F)C1CN(C1)C(=O)OC(C)(C)C Tert-butyl 3-(6-chloro-7-fluoro-2-(4-(5-fluoro-3-methoxypyridin-2-yl)piperazine-1-carbonyl)-1H-indol-4-yl)azetidine-1-carboxylate